1,3-diethyl-N-methyl-4,5,6,7-tetrahydro-2-benzothiophen-5-amine hydrochloride Cl.C(C)C=1SC(=C2C1CCC(C2)NC)CC